4-(4-((6-carbamoyl-3-(methylthio)-1,2,4-triazin-5-yl)amino)-2-fluorophenyl)piperazine-1-carboxylic acid tert-butyl ester C(C)(C)(C)OC(=O)N1CCN(CC1)C1=C(C=C(C=C1)NC=1N=C(N=NC1C(N)=O)SC)F